chromium-arsenic [As].[Cr]